N(=[N+]=[N-])[C@H]([C@H](CC1=CC=CC=C1)CC)C ((2S,3S)-3-azido-2-ethylbutyl)benzene